trimethyl-sulphur C[S](C)C